C(C)(=O)NC=1C(=C(C(=O)OC)C(=CC1Br)Cl)N Methyl 3-acetamido-2-amino-4-bromo-6-chlorobenzoate